CC1=NC(=CC=C1)C(F)(F)F 2-Methyl-6-(trifluoromethyl)pyridin